COC1=C(C=CC(=C1)OC)CNC1=NC=CC2=C(C=CC=C12)NCC12OCCC(C1)(C2)CO [1-[[[1-[(2,4-dimethoxyphenyl)methylamino]isoquinolin-5-yl]amino]methyl]-2-oxabicyclo[3.1.1]heptan-5-yl]methanol